(R)-1-(4-(4-((4-((7-fluoro-1-methyl-1H-benzo[d][1,2,3]triazol-5-yl)oxy)-3-methylphenyl)amino)pyrido[3,2-d]pyrimidin-6-yl)-2-methylpiperazin-1-yl)prop-2-en-1-one FC1=CC(=CC2=C1N(N=N2)C)OC2=C(C=C(C=C2)NC=2C1=C(N=CN2)C=CC(=N1)N1C[C@H](N(CC1)C(C=C)=O)C)C